(±)-6-cyclopropyl-1-[4-(dimethylamino)butan-2-yl]-1H-pyrazolo[3,4-b]pyrazin-3-amine C1(CC1)C1=CN=C2C(=N1)N(N=C2N)[C@H](C)CCN(C)C |r|